C(C)(=O)O[C@H]1[C@@H](OC[C@H]1OC(C)=O)N1C2=NC(=NC(=C2N=C1C=1SC=CC1)Cl)C#CC (2R,3R,4R)-2-(6-Chloro-2-(prop-1-yn-1-yl)-8-(thiophen-2-yl)-9H-purin-9-yl)tetrahydrofuran-3,4-diyl diacetate